ClC=1C=C(C=C(C1)C=1SC=CC1)C1(CC1)NC(=O)C1=C(CNC(C(=O)NCC#N)=O)C=CC=C1 N1-(2-((1-(3-chloro-5-(thiophen-2-yl)phenyl)cyclopropyl)carbamoyl)benzyl)-N2-(cyanomethyl)oxalamide